CC=1C=C2C=NNC2=CC1B1OC(C(O1)(C)C)(C)C 5-methyl-6-(4,4,5,5-tetramethyl-1,3,2-dioxaborolan-2-yl)-1H-indazole